C[Si](O[Si](O[Si](C)(C)C)(O[Si](C)(C)C)CCCN)(C)C tris(trimethylsiloxy)silylpropyl-amine